FC=1C=NC=CC1C1=CC=2C(NCC3(C2N1)CN(C3)C(=O)OC)=O methyl 2'-(3-fluoropyridin-4-yl)-4'-oxo-5',6'-dihydro-1'H-spiro[azetidine-3,7'-pyrrolo[3,2-c]pyridine]-1-carboxylate